1,2-bismaleimidoethane ethyl-5-(N-(2-((N-((5-bromofuran-2-yl)methyl)-2-chlorobenzoamido)methyl)-4-chlorophenyl)-N-ethylsulfamoyl)-3-methylbenzofuran-2-carboxylate C(C)OC(=O)C=1OC2=C(C1C)C=C(C=C2)S(N(CC)C2=C(C=C(C=C2)Cl)CN(C(C2=C(C=CC=C2)Cl)=O)CC=2OC(=CC2)Br)(=O)=O.C2(C=CC(N2CCN2C(C=CC2=O)=O)=O)=O